(1-bromoethyl)-6-methyl-2-(2-methylindazol-5-yl)chromen-4-one BrC(C)C1=C(OC2=CC=C(C=C2C1=O)C)C1=CC2=CN(N=C2C=C1)C